1-(2-propen-1-yl)-2-naphthalenol C(C=C)C1=C(C=CC2=CC=CC=C12)O